1-[4-(4-Chlorophenyl)piperazin-1-yl]-2-{3-[(2R,6S)-2,6-dimethylmorpholin-4-carbonyl]-5,6-dihydrocyclopenta[c]pyrazol-1(4H)-yl}ethan-1-on ClC1=CC=C(C=C1)N1CCN(CC1)C(CN1N=C(C2=C1CCC2)C(=O)N2C[C@H](O[C@H](C2)C)C)=O